OC=1C=C(C=CC1O)/C=C/C(=O)OCCC(C)C (E)-isopentyl 3-(3,4-dihydroxyphenyl)acrylate